methyl 4-(2-acetoxyethoxy)-3-(4,4,5,5-tetramethyl-1,3,2-dioxaborolan-2-yl)benzoate C(C)(=O)OCCOC1=C(C=C(C(=O)OC)C=C1)B1OC(C(O1)(C)C)(C)C